N-methyl-N-(2-oxo-4-(o-tolyl)-2H-pyrano[2,3-b]pyridin-7-yl)glycine CN(CC(=O)O)C1=CC=C2C(=N1)OC(C=C2C2=C(C=CC=C2)C)=O